3-(1-(6-(1-hydroxyethyl)pyridin-2-yl)vinyl)-1,5-dihydro-4H-pyrazole OC(C)C1=CC=CC(=N1)C(=C)C1=NNCC1